methyl 5-(bis(4-methoxybenzyl)amino)imidazo[1,5-c]quinazoline-9-carboxylate COC1=CC=C(CN(C2=NC=3C=CC(=CC3C=3N2C=NC3)C(=O)OC)CC3=CC=C(C=C3)OC)C=C1